[(8S,11R,13S,14S,17R)-17-acetyl-13-methyl-3-oxo-11-(4-piperidin-1-ylphenyl)-1,2,6,7,8,11,12,14,15,16-decahydrocyclopenta[a]phenanthren-17-yl] acetate C(C)(=O)O[C@@]1(CC[C@H]2[C@@H]3CCC4=CC(CCC4=C3[C@H](C[C@]12C)C1=CC=C(C=C1)N1CCCCC1)=O)C(C)=O